CNC1CCN(CC1)C1=CC=C(NC2C(NC(CC2)=O)=O)C=C1 3-[4-[4-(methylamino)-1-piperidyl]anilino]piperidine-2,6-dione